3-chloro-6-(1-methyl-1H-pyrazol-4-yl)-4-(6-(4-methylpiperazin-1-yl)pyridin-3-yl)pyrazolo[1,5-a]pyridine ClC=1C=NN2C1C(=CC(=C2)C=2C=NN(C2)C)C=2C=NC(=CC2)N2CCN(CC2)C